O1C=2C(OCC1COCCCS(=O)(=O)[O-])=CSC2.[Na+] sodium 3-[(2,3-dihydrothieno[3,4-b]-[1,4]dioxin-2-yl) methoxy]-1-propanesulfonate